7-amino-4-bromo-2-(4-methoxybenzyl)isoquinolin-1(2H)-one NC1=CC=C2C(=CN(C(C2=C1)=O)CC1=CC=C(C=C1)OC)Br